1-(4-((7-methoxyquinolin-4-yl)oxy)phenyl)-2,4-dihydro-3H-1λ6,2,5-thiadiazol-3-one COC1=CC=C2C(=CC=NC2=C1)OC1=CC=C(C=C1)[SH2]=1NC(CN1)=O